C(CCCCCCCCCCC)N[C@@H](CCSC)C(=O)O laurylmethionine